tert-butyl N-{2-[bis(2-methoxyethyl)amino]ethyl}carbamate COCCN(CCNC(OC(C)(C)C)=O)CCOC